ClC1=NC(N(C2=CC(=CC=C12)Cl)C1=CC(=CS1)C(=O)OC)=O methyl 5-(4,7-dichloro-2-oxoquinazolin-1(2H)-yl)thiophene-3-carboxylate